FC1=C(C=C(C(=C1O)F)F)C1=NC(=NO1)C(=O)N1CC=2C=CC=C(C2CC1)C#N 2-(5-(2,4,5-trifluoro-3-hydroxyphenyl)-1,2,4-oxadiazole-3-carbonyl)-1,2,3,4-tetrahydroisoquinoline-5-carbonitrile